C1(=CC=CC=C1)NC(CC(=O)NC1=CC=CC=C1)=O N,N'-diphenyl-malonamide